NC=1C=C(C=C(C1)Br)C1(CC(C1)CC#N)C1=NN=CN1C 2-(3-(3-amino-5-bromophenyl)-3-(4-methyl-4H-1,2,4-triazol-3-yl)cyclobutyl)acetonitrile